(3aR,4S,6S,7S,7aS)-6-allyl-4-((R)-2,2-dimethyl-1,3-dioxolan-4-yl)tetrahydro-3aH-spiro[[1,3]dioxolo[4,5-c]pyran-2,1'-cyclohexan] C(C=C)[C@H]1C[C@H]2[C@H]([C@@H](O1)[C@@H]1OC(OC1)(C)C)OC1(CCCCC1)O2